3-(2,6-Difluoro-benzenesulfonylamino)-2-methoxy-benzoic acid methyl ester COC(C1=C(C(=CC=C1)NS(=O)(=O)C1=C(C=CC=C1F)F)OC)=O